1,1-dioxidotetrahydrothiophen-3-yl (8-amino-6-(5-amino-4-methylpyridin-3-yl)-7-fluoroisoquinolin-3-yl)carbamate NC=1C(=C(C=C2C=C(N=CC12)NC(OC1CS(CC1)(=O)=O)=O)C=1C=NC=C(C1C)N)F